BrC=1C=NC(=NC1)C1CCN(CC1)CC(OC)OC 5-bromo-2-(1-(2,2-dimethoxyethyl)piperidin-4-yl)pyrimidine